C(C)(C)(C)OC(=O)[C@H]1O[C@H]([C@@H]([C@@H]1O[Si](C)(C)C(C)(C)C)F)N1C(NC(C=C1)=O)=O (2s,3r,4r,5r)-3-((tert-butyldimethylsilyl)oxy)-5-(2,4-dioxo-3,4-dihydropyrimidin-1(2H)-yl)-4-fluorotetrahydrofuran-2-carboxylic acid tert-butyl ester